CN1C(=NC=2C1=NC(=CC2C)C2CCN(CC2)C2CCN(CC2)C2CCOCC2)C2=CC=C(C=C2)S(=O)(=O)C 3,7-dimethyl-2-(4-(methylsulfonyl)phenyl)-5-(1'-(tetrahydro-2H-pyran-4-yl)-[1,4'-bipiperidin]-4-yl)-3H-imidazo[4,5-b]pyridine